C(=O)(OC(C)(C)C)NN(C(=O)OC(C)(C)C)C(=O)OC(C)(C)C Tri-Boc-hydrazine